N[C@](C(=O)O)(CC1=CC(=C(C=C1)B=O)N)C (S)-2-amino-3-(3-amino-4-boroylphenyl)-2-methylpropanoic acid